(S)-4-(3-(4-acryloylmorpholin-2-yl)-5-chlorophenyl)-N-methylpicolinamide C(C=C)(=O)N1C[C@@H](OCC1)C=1C=C(C=C(C1)Cl)C1=CC(=NC=C1)C(=O)NC